N-(3,3-dimethylbutyl)-2-(2-hydroxyethylsulfonamido)thiazole-4-carboxamide CC(CCNC(=O)C=1N=C(SC1)NS(=O)(=O)CCO)(C)C